(4-((3,5-bis(hydroxymethyl)phenyl)amino)-2-((4-(4-methylpiperazin-1-yl)phenyl)amino)-7H-pyrrolo[2,3-d]pyrimidin-5-yl)(4-fluorophenyl)methanone OCC=1C=C(C=C(C1)CO)NC=1C2=C(N=C(N1)NC1=CC=C(C=C1)N1CCN(CC1)C)NC=C2C(=O)C2=CC=C(C=C2)F